C(C)(C)(C)OC(=O)NC=1N=C(N(C1)C)C(=O)O 4-[(tert-butoxycarbonyl)amino]-1-methylimidazole-2-carboxylic acid